C(C)S(=O)(=O)C=1C=CC(=NC1)[C@H](CO)NC(C1=CC(=CC=C1)F)=O N-((R)-1-(5-(ethylsulfonyl)pyridin-2-yl)-2-hydroxyethyl)-3-fluorobenzamide